CC(C)CCCCCCC/C=C/C(=O)N[C@@H]1[C@H]([C@H]([C@H](O[C@H]1O[C@@H]2[C@@H]([C@H]([C@@H]([C@H](O2)CO)O)O)NC(=O)C)C[C@H]([C@@H]3[C@H]([C@H]([C@@H](O3)N4C=CC(=O)NC4=O)O)O)O)O)O The molecule is a nucleoside that is one of the homologues in the mixture that is tunicamycin, characterised by an 11-methyldodec-2-enoyl fatty acyl substituent on the amino group of the tunicamine moiety. It has a role as an antimicrobial agent.